B(O)OBO.C12(C(CCC(C1(C)C)C2)(C)O)O pinanediol diboronate